CC(C)(C)S(=O)(=O)N (R)-2-methyl-2-propanesulfonamide